NC1=NC(N(C=C1)[C@H]1[C@H]([C@@H]([C@H](S1)CO[P@@](=O)(OC1=CC2=C(OCO2)C=C1)N[C@H](C(=O)OC(C)C)C)O)F)=O (S)-isopropyl 2-(((R)-(((2R,3S,4S,5R)-5-(4-amino-2-oxopyrimidin-1(2H)-yl)-4-fluoro-3-hydroxytetrahydrothiophen-2-yl)methoxy)(benzo[d][1,3]dioxol-5-yloxy)phosphoryl)amino)propanoate